2-chloro-N-[3-[4-(5,5-dimethylpyrrolidin-3-yl)butyl]phenyl]sulfonyl-6-[3-[2-[1-(trifluoromethyl)cyclopropyl]ethoxy]pyrazol-1-yl]pyridine-3-carboxamide trifluoroacetic acid salt FC(C(=O)O)(F)F.ClC1=NC(=CC=C1C(=O)NS(=O)(=O)C1=CC(=CC=C1)CCCCC1CNC(C1)(C)C)N1N=C(C=C1)OCCC1(CC1)C(F)(F)F